N-methyl-N-[2-(pyrrolidin-1-yl)ethyl]-4-(trifluoromethyl)aniline CN(C1=CC=C(C=C1)C(F)(F)F)CCN1CCCC1